(2-methoxy-4-(4-methylpiperazin-1-yl)phenyl)pyridin-2-amine COC1=C(C=CC(=C1)N1CCN(CC1)C)C=1C(=NC=CC1)N